(1R,4R)-N4-(2-{3-[(4-methanesulfonyl-2-methoxyphenyl)amino]prop-1-yn-1-yl}-1-(2,2,2-trifluoro-ethyl)-1H-indol-4-yl)-N1-(2-methoxyethyl)-N1-methylcyclohexane-1,4-diamine CS(=O)(=O)C1=CC(=C(C=C1)NCC#CC=1N(C2=CC=CC(=C2C1)NC1CCC(CC1)N(C)CCOC)CC(F)(F)F)OC